3-(8-(1,4-dimethyl-2-oxo-1,2-dihydroquinolin-3-yl)imidazo[1,2-a]pyridin-5-yl)propionic acid CN1C(C(=C(C2=CC=CC=C12)C)C=1C=2N(C(=CC1)CCC(=O)O)C=CN2)=O